C(C)(C)(C)OC(=O)N1CC2=CC=C(C=C2CC1)C=O 6-formyl-3,4-dihydroisoquinoline-2(1H)-carboxylic acid tert-butyl ester